BrC1=CC=CC(=N1)N1SCC=C1 2-(6-bromopyridin-2-yl)thiazoleN